C(C)N1CC(C1)C1=CC=C(N=N1)C1=C(C=C(C=C1)C1=CC2=CN(N=C2C=C1)C)O [6-(1-Ethylazetidin-3-yl)pyridazin-3-yl]-5-(2-methyl-2H-indazol-5-yl)phenol